(E)-5-bromo-3-(1-(3-bromo-4,5-dihydroxyphenyl)ethylidene)indolin-2-one BrC=1C=C2\C(\C(NC2=CC1)=O)=C(\C)/C1=CC(=C(C(=C1)O)O)Br